FC(C=1C=C(C(=O)NC(C)C=2C(=NC=CN2)C(=NO)Cl)C=C(C1)C(F)(F)F)(F)F 3-[1-[[3,5-bis(trifluoromethyl)benzoyl]amino]ethyl]-N-hydroxypyrazine-2-carboximidoyl chloride